N,N-diethylhydroxyamine C(C)N(CC)O